CN1[C@@H]([C@H](CC1=O)C(=O)NCCCNC(CCCNC(CCCC(=O)NC1CCC(CC1)C(=O)OC(C)(C)C)=O)=O)C=1C=NC=CC1 tert-butyl 4-(5-((4-((3-((2S,3S)-1-methyl-5-oxo-2-(pyridin-3-yl)pyrrolidine-3-carboxamido)propyl)amino)-4-oxobutyl)amino)-5-oxopentanamido)cyclohexanecarboxylate